FC1=CC=C(C=C1)C1=CC(=CC=2C=C(OC21)CN)C2=CC=C(C=C2)C(F)(F)F (7-(4-fluorophenyl)-5-(4-(trifluoromethyl)phenyl)benzofuran-2-yl)methylamine